pyridin-3-yl valerate C(CCCC)(=O)OC=1C=NC=CC1